dibenzyl (3R)-3-hydroxybutyl phosphate P(=O)(OCC1=CC=CC=C1)(OCC1=CC=CC=C1)OCC[C@@H](C)O